trans-4-(pyridin-2-yldisulfanyl)cyclohexan-1-ol N1=C(C=CC=C1)SS[C@@H]1CC[C@H](CC1)O